COC(C(CC1=CC=C(C=C1)OCCCC)N1CCNCCNCCNCC1)=O 3-(4-Butoxyphenyl)-2-(1,4,7,10-tetraazacyclododecane-1-yl)propionic acid methyl ester